FC1=C(C=CC(=C1F)OCC)C#C 2,3-difluoro-4-ethoxyphenylacetylene